C(C)N(S(=O)(=O)C1=CN=C2N1C=CC=C2)C(C(F)(F)F)C2=CC=C(C=C2)C(F)(F)F N-ethyl-N-(2,2,2-trifluoro-1-(4-(trifluoromethyl)phenyl)ethyl)imidazo[1,2-a]pyridine-3-sulfonamide